O=C1NC(CCC1N1N=CC(=CC1=O)OCCCCCC=O)=O 6-(1-(2,6-dioxopiperidin-3-yl)-6-oxo-1,6-dihydropyridazin-4-yloxy)hexanal